dibenzocycloundecan C1=CC=CC=2CCCCCCCC3=C(C21)C=CC=C3